3H,4H-thieno[3,4-d]pyrimidin N1=CNCC=2C1=CSC2